C(CCCCCCC\C=C/CCCCCCCC)OCC(C)(N(C)C)OCCCCCCCC\C=C/CCCCCCCC 1,2-dioleyloxy-N,N-dimethyl-β-aminopropane